4-methylphenylpropionic acid CC1=CC=C(C=C1)CCC(=O)O